2-(((3-(furan-3-yl)-1,2,4-oxadiazol-5-yl)methyl)thio)-6-methylpyrimidin O1C=C(C=C1)C1=NOC(=N1)CSC1=NC(=CC=N1)C